C12CNCC(CC1)N2 3,8-diaza-bicyclo[3.2.1]octane